1-tetradecan-ol C(CCCCCCCCCCCCC)O